C1CCC12OCC(N(C2)C(=O)OC(C)(C)C)C(=O)ON2C(C1=C(C(=C(C(=C1C2=O)Cl)Cl)Cl)Cl)=O 8-(tert-butyl) 7-(4,5,6,7-tetrachloro-1,3-dioxoisoindolin-2-yl) 5-oxa-8-azaspiro[3.5]nonane-7,8-dicarboxylate